ClC=1C=C(COC=2C=C3C(C(N(C3=CC2)CC)=O)=O)C=CC1 5-((3-Chlorobenzyl)oxy)-1-ethylindole-2,3-dione